methyl 3-(5-bromothiazol-4-yl)-5-fluorobenzoate BrC1=C(N=CS1)C=1C=C(C(=O)OC)C=C(C1)F